4-({5-chloro-4-[(7S)-7-methyl-5-oxa-8-azaspiro[3.5]nonan-8-yl]pyrimidin-2-yl}amino)-N-(2-methoxyethyl)benzenesulfonamide ClC=1C(=NC(=NC1)NC1=CC=C(C=C1)S(=O)(=O)NCCOC)N1[C@H](COC2(CCC2)C1)C